N-(carbobenzoxy)-L-histidine C(=O)(OCC1=CC=CC=C1)N[C@@H](CC1=CNC=N1)C(=O)O